CC1CC=2C(CN1)=C(NN2)C(=O)O 6-methyl-4,5,6,7-tetrahydro-2H-pyrazolo[4,3-c]pyridine-3-carboxylic acid